C(C)(=O)C1(C(=O)OCC1)C(F)(F)F acetyl-α-(trifluoromethyl)-γ-butyrolactone